CC(C)(C)OC(=O)N1[C@@H](CCCC1)C(=O)O (2S)-1-[(2-methylpropan-2-yl)oxycarbonyl]piperidine-2-carboxylic acid